CC1=NC=C(C=N1)C(=O)ON1C(CCC2=CC=C(C=C12)CCN1CCN(CC1)C1=CC(=CC2=C1C=CS2)F)=O (7-(2-(4-(6-fluorobenzothiophen-4-yl) piperazin-1-yl) ethyl)-2-oxo-3,4-dihydro-quinolin-1(2H)-yl) methylpyrimidine-5-carboxylate